ClC1=CC=C2C(NC=NC2=C1)=O 7-chloro-quinazolin-4(3H)-one